3-[4-(1H-pyrrolo[2,3-b]pyridin-4-yloxy)phenyl]-1-[3-(trifluoromethyl)phenyl]-2,4-imidazolidinedione N1C=CC=2C1=NC=CC2OC2=CC=C(C=C2)N2C(N(CC2=O)C2=CC(=CC=C2)C(F)(F)F)=O